O=C1NC(CCC1N1C(C2=CC=C(C=C2C1=O)CN1CC(C1)N1CCN(CC1)C1=CC(=C(C(=O)N)C=C1)NC1CCOCC1)=O)=O 4-(4-(1-((2-(2,6-dioxopiperidin-3-yl)-1,3-dioxoisoindolin-5-yl)methyl)azetidin-3-yl)piperazin-1-yl)-2-((tetrahydro-2H-pyran-4-yl)amino)benzamide